C1(C=CC2=CC=CC=C12)CCCN indenpropylamine